4-(((trifluoromethyl)sulfonyl)oxy)cyclohex-3-ene-1-carboxylic acid benzyl ester C(C1=CC=CC=C1)OC(=O)C1CC=C(CC1)OS(=O)(=O)C(F)(F)F